FC=1C=C(C(=NC1)OC)C=1C=NN2C1N=C(C=C2)C2=CC(N(C=C2)CCC(C)C)=O 4-(3-(5-fluoro-2-methoxypyridin-3-yl)pyrazolo[1,5-a]pyrimidin-5-yl)-1-isopentylpyridin-2(1H)-one